tri-o-tolylphosphine CC1=CC=CC=C1P(C2=CC=CC=C2C)C3=CC=CC=C3C